(E)-N-(3-imino-3-(phenethylamino)propyl)-1-methyl-4-(1-methyl-4-(4-(2-(quinolin-3-yl)vinyl)benzamido)-1H-pyrrole-2-carboxamido)-1H-pyrrole-2-carboxamide N=C(CCNC(=O)C=1N(C=C(C1)NC(=O)C=1N(C=C(C1)NC(C1=CC=C(C=C1)\C=C\C=1C=NC2=CC=CC=C2C1)=O)C)C)NCCC1=CC=CC=C1